4-(amino(4-(2',3',4',5'-tetrahydro-[1,1'-biphenyl]-4-yl)-1H-benzo[d]imidazol-2-yl)methyl)benzoic acid NC(C1=CC=C(C(=O)O)C=C1)C1=NC2=C(N1)C=CC=C2C2=CC=C(C=C2)C=2CCCCC2